CC1=C2C(=NC(=C1)C)NC(=C2)C(=O)Cl 4,6-dimethyl-1H-pyrrolo[2,3-b]pyridine-2-carbonyl chloride